NC=1C=C(C=NC1)C=1C=C2C(=NC=NC2=CC1)NC1=CC(=CC=C1)Cl 6-(5-aminopyridin-3-yl)-N-(3-chlorophenyl)quinazolin-4-amine